7-chloro-6-ethoxy-4-(1H-imidazol-1-yl)quinolone ClC1=C(C=C2C(=CC(NC2=C1)=O)N1C=NC=C1)OCC